S(=O)(=O)(OCC(Cl)(Cl)Cl)OC(C)(\C=C\C)B1OC(CN(CC(O1)=O)C)=O 2,2,2-trichloroethyl (E)-(2-(6-methyl-4,8-dioxo-1,3,6,2-dioxazaborocan-2-yl) pent-3-en-2-yl) sulfate